O1C(=CC=C1)CNC1=NC2=CC(=C(C=C2C(=N1)N(C)C)OC)OC N2-(furan-2-ylmethyl)-6,7-dimethoxy-N4,N4-dimethylquinazoline-2,4-diamine